FC1=CC=C(C=C1)C1=C(C(=NC=N1)C(=O)N)O 6-(4-fluorophenyl)-5-hydroxypyrimidine-4-carboxamide